(R)-3-((R)-5-acryloyl-4-methyl-4,5,6,7-tetrahydropyrazolo[1,5-a]pyrazin-2-yl)-4-(2,4-difluoro-6-(2-methoxyethoxy)phenyl)-2,7-naphthyridin-1-yl trifluoromethanesulfonate FC(S(=O)(=O)OC1=NC(=C(C2=CC=NC=C12)C1=C(C=C(C=C1OCCOC)F)F)C1=NN2C([C@H](N(CC2)C(C=C)=O)C)=C1)(F)F